1-[1-(oxan-2-yl)-1H-pyrazol-4-yl]-3-azabicyclo[3.1.0]hexane-3-carboxylate O1C(CCCC1)N1N=CC(=C1)C12CN(CC2C1)C(=O)[O-]